F[B-](F)(F)F.O=[NH2+] oxoammonium tetrafluoroborate